6-Ethoxy-4-(6-((3aS,7aS)-octahydro-6H-pyrrolo[2,3-c]pyridin-6-yl)pyridin-3-yl)pyrazolo[1,5-a]pyridine-3-carbonitrile C(C)OC=1C=C(C=2N(C1)N=CC2C#N)C=2C=NC(=CC2)N2C[C@@H]1[C@H](CC2)CCN1